ClC1=CC=C(CNC(CN2N=C(C(=C2)C2=CC=NC3=CC=CC=C23)C2=NC=CC=C2)=O)C=C1 N-(4-chlorobenzyl)-2-(3-(pyridin-2-yl)-4-(quinolin-4-yl)-1H-pyrazol-1-yl)acetamide